1-(7-methoxy-5-methyl-benzothien-2-yl)-3-[(3S)-pyrrolidin-3-yl]imidazo[1,5-a]pyrazin-8-amine COC1=CC(=CC=2C=C(SC21)C=2N=C(N1C2C(=NC=C1)N)[C@@H]1CNCC1)C